C1=CC(=CC(=C1)I)F 3-fluoroiodobenzene